ClC=1C(=CC(=C(C1)S(=O)(=O)NC=1SC=CN1)F)NCCCCN1CCNCCC1 5-chloro-4-{[4-(1,4-diazepan-1-yl)butyl]-amino}-2-fluoro-N-1,3-thiazol-2-ylbenzenesulfonamide